1-(3-(6-(2-fluoro-6-hydroxyphenyl)-1H-benzo[d]imidazol-1-yl)piperidin-1-yl)prop-2-en-1-one FC1=C(C(=CC=C1)O)C=1C=CC2=C(N(C=N2)C2CN(CCC2)C(C=C)=O)C1